5-methyl-1H-benzimidazole-2-carbaldehyde CC1=CC2=C(NC(=N2)C=O)C=C1